β-guanidino-propionic acid N(C(=N)N)CCC(=O)O